C(C)(=O)O[C@H]1CC[C@@]2(C3CC[C@@]4(C(=C(CC4C3CC=C2C1)C=O)N1C=NC(=C1)C(F)(F)F)C)C (3S,10R,13S)-16-formyl-17-(4-(trifluoromethyl)-1H-imidazol-1-yl)-10,13-dimethyl-2,3,4,7,8,9,10,11,12,13,14,15-dodecahydro-1H-cyclopenta[a]phenanthren-3-yl acetate